O=S1(CCN(CC1)C(=O)N1C[C@@H]2CN([C@H](C1)C(C2)(C)C)C2=CC=C(C=C2)N2CCS(CC2)(=O)=O)=O (1,1-dioxidothiomorpholino)((1S,5S)-6-(4-(1,1-dioxidothiomorpholino)phenyl)-9,9-dimethyl-3,6-diazabicyclo[3.2.2]nonan-3-yl)methanone